C(C(C)C)NC(=O)C=1C(NC(NC1)=O)=O isobutylaminocarbonyluracil